BrC1=C(C(=C(C(=C1O)Br)Br)C(C)(C)C1=CC=C(C=C1)O)Br tetra-bromobisphenol A